methyl-5-norbornene-2,3-dicarboximide CC12C3C(C(C=C1)C2)C(NC3=O)=O